C(#N)C[C@@H]1CC[C@H](CC1)C(=O)O trans-4-(cyanomethyl)cyclohexanecarboxylic acid